N-methoxy-4-(2-methoxy-3-(1-methyl-1H-pyrazol-3-yl)phenyl)nicotinamide Tert-butyl-4-[5-oxo-1-(4-piperazin-1-ylsulfonylphenyl)pyrrolidin-3-yl]piperazine-1-carboxylate C(C)(C)(C)OC(=O)N1CCN(CC1)C1CN(C(C1)=O)C1=CC=C(C=C1)S(=O)(=O)N1CCNCC1.CONC(C1=CN=CC=C1C1=C(C(=CC=C1)C1=NN(C=C1)C)OC)=O